OC1=C(C=C(C(=O)OC)C=C1)C1=CN=CN1C(CO)(C)C methyl 4-hydroxy-3-(1-(1-hydroxy-2-methylpropan-2-yl)-1H-imidazol-5-yl)benzoate